C1(CC1)C=1C=C(C(=O)N[C@@H](C)C2=NC(=NN2C=2N=CC(=NC2)C(=O)N(C)C)C)C=C(C1)OC(F)(F)F 5-(5-{(1S)-1-[3-cyclopropyl-5-(trifluoromethoxy)benzamido]ethyl}-3-methyl-1H-1,2,4-triazol-1-yl)-N,N-dimethylpyrazine-2-carboxamide